FC=1C=C(C=C(C1)OCC(C)C)C1=CC=C(C(=N1)N1CC(CCC1)C(F)(F)F)C(=O)NS(=O)(=O)C1=CC=NN1 6-(3-Fluoro-5-isobutoxyphenyl)-N-(1H-pyrazol-5-ylsulfonyl)-2-[3-(trifluoromethyl)-1-piperidyl]pyridin-3-carboxamid